NCCC(C)=O aminomethylacetone